N1-(6-chloropyridin-3-yl)-N6-((3-methyloxetan-3-yl)methyl)isoquinoline-1,6-diamine ClC1=CC=C(C=N1)NC1=NC=CC2=CC(=CC=C12)NCC1(COC1)C